CC1(CCC=2C(=NNC2C1)C(=O)NC=1C=NN(C1)C1CCC(CC1)C=O)C 6,6-dimethyl-N-{1-[(1R,4R)-4-formylcyclohexyl]-1H-pyrazol-4-yl}-4,5,6,7-tetrahydro-1H-indazole-3-carboxamide